NC1=NC=NC=2N(C3=C(C=C(C=C3C21)[N+](=O)[O-])OC)CC(=O)N2[C@@H]1C[C@@H]1C[C@H]2C(=O)NC2=NC(=CC=C2)Br (1R,3S,5R)-2-(2-(4-amino-8-methoxy-6-nitro-9H-pyrimido[4,5-b]indol-9-yl)acetyl)-N-(6-bromopyridin-2-yl)-2-azabicyclo[3.1.0]hexane-3-carboxamide